CN1NC(C=2C1=NC=CC2)=O 1-methyl-1,2-dihydro-3H-pyrazolo[3,4-b]pyridin-3-one